(2R,3R,4R,5R,6R)-2-(Acetoxymethyl)-4-(4-(4-chloro-2,3-difluorophenyl)-1H-1,2,3-triazol-1-yl)-6-(propa-1,2-dien-1-yl)tetrahydro-2H-pyran-3,5-diyl diacetate C(C)(=O)O[C@H]1[C@H](O[C@@H]([C@@H]([C@H]1N1N=NC(=C1)C1=C(C(=C(C=C1)Cl)F)F)OC(C)=O)C=C=C)COC(C)=O